6-(2,2,2-trifluoroethoxy)naphthalen-2-ol FC(COC=1C=C2C=CC(=CC2=CC1)O)(F)F